CN1[C@@H](CCC1)COC1=NN2C(C(=N1)N1CCN(CC1)C(=O)OC(C)(C)C)=NC=C2 tert-butyl (S)-4-(2-((1-methylpyrrolidin-2-yl)methoxy)imidazo[2,1-f][1,2,4]triazin-4-yl)piperazine-1-carboxylate